FC1=CC=C(C=C1)N1N=CC2=CC(=CC=C12)N1[C@H]([C@@H](C(C1=O)(C)C)NC(=O)C1=CN=C(O1)C)C1=CC=CC=C1 N-((2S,3R)-1-(1-(4-fluorophenyl)-1H-indazol-5-yl)-4,4-dimethyl-5-oxo-2-phenylpyrrolidin-3-yl)-2-methyl-oxazole-5-carboxamide